OC1CC(C2=CC=CC(=C2C1)O)=NN 3-hydroxy-9-(5-hydroxy-1-tetralone) hydrazone